4-(3,5-difluorophenyl)-2-trifluoromethyl-3H-furan-2-carboxylic acid ethyl ester C(C)OC(=O)C1(OC=C(C1)C1=CC(=CC(=C1)F)F)C(F)(F)F